tert-Butyl 4-(3-aminophenyl)-3-oxopiperazine-1-carboxylate NC=1C=C(C=CC1)N1C(CN(CC1)C(=O)OC(C)(C)C)=O